4-((tert-Butyldimethylsilyloxy)butyl)-3-nitro-2-(prop-1-en-2-yl)pyridine [Si](C)(C)(C(C)(C)C)OCCCCC1=C(C(=NC=C1)C(=C)C)[N+](=O)[O-]